The molecule is a member of the class of cyclopropenes that is cyclopropene in which the hydrogen at position 1 has been replaced by a methyl group. A gas at room temperture and pressure, it is a (synthetic) ethylene perception inhibitor and is used to prolong the life of cut and potted flowers, other ornamental plants, and fruit. It has a role as a plant growth regulator and an agrochemical. It is a member of cyclopropenes and a cycloalkene. CC1=CC1